2,3,4,5,6-pentafluoro-phenylacetic acid FC1=C(C(=C(C(=C1F)F)F)F)CC(=O)O